C(CSSCCO)O dithiodi-ethanol